(3S,4S)-2'-(2-ethoxypyridin-3-yl)-3-ethyl-1-(2-(trifluoromethyl)phenyl)-7',8'-dihydro-6'H-spiro[piperidine-4,5'-[1,7]naphthyridine] C(C)OC1=NC=CC=C1C1=NC=2CNC[C@]3(C2C=C1)[C@@H](CN(CC3)C3=C(C=CC=C3)C(F)(F)F)CC